BrC=1C(=C2C=3C(=NC=NC3C1)N(CCO2)C(CO[Si](C)(C)C(C)(C)C)C)Cl 9-bromo-4-(1-((tert-butyldimethylsilyl)oxy)propan-2-yl)-8-chloro-5,6-dihydro-4H-[1,4]oxazepino[5,6,7-de]quinazoline